4-chloro-5-methoxy-6-methylpicolinonitrile ClC1=CC(=NC(=C1OC)C)C#N